N-((2-(4-methoxyphenyl)acetyl)glycyl)glycinate COC1=CC=C(C=C1)CC(=O)NCC(=O)NCC(=O)[O-]